N1=CC=C(C=C1)OC1=CC=C(C=C1)S(=O)(=O)N1CCOCC1 4-[4-(4-pyridyloxy)phenyl]sulfonylmorpholin